C(C)(C)(C)OC(=O)N[C@@H](C)C(=O)O N-(tert-butoxycarbonyl)alanine